{(S)-1-[(S)-1-(2,3-dihydrobenzo[1,4]dioxin-2-yl)methyl]-3-methylpiperidin-3-ylmethoxy}acetic acid tert-butyl ester C(C)(C)(C)OC(COC[C@@]1(CN(CCC1)C[C@H]1COC2=C(O1)C=CC=C2)C)=O